C(C)(C)(C)C(CP(O)(O)=O)(O)C(C)(C)C.NC1CCC(CC1)C(C)(C)NC[C@H](O)C=1C=NC=C(C1)F (R)-2-((2-((1R,4R)-4-aminocyclohexyl)propan-2-yl)amino)-1-(5-fluoropyridin-3-yl)ethan-1-ol di-tert-butyl-(2-hydroxyethyl)phosphonate